4-(5-chloro-2-(1H-tetrazol-1-yl)phenyl)-5-methoxypyridin ClC=1C=CC(=C(C1)C1=CC=NC=C1OC)N1N=NN=C1